FC1=CC(=C(C=C1C=1C=NC(=NC1)N1CCOCC1)NC(=O)C1=CNC(C=C1C(F)(F)F)=O)N1[C@H]2CN([C@@H](C1)C2)C |r| N-[4-fluoro-5-(2-morpholin-4-ylpyrimidin-5-yl)-2-[rac-(1R,4R)-5-methyl-2,5-diazabicyclo[2.2.1]heptan-2-yl]phenyl]-6-oxo-4-(trifluoromethyl)-1H-pyridine-3-carboxamide